C(C)(C)(C)[Si](C1=CC=CC=C1)(C1=CC=CC=C1)O[C@H]1C(=C([C@H]2OC(OC21)(C)C)COC(C2=CC=CC=C2)(C2=CC=CC=C2)C2=CC=CC=C2)F (3R,4R,6aR)-tert-butyl-(5-fluoro-2,2-dimethyl-6-trityloxymethyl-4,6a-dihydro-3aH-cyclopenta[1,3]dioxol-4-yloxy)-diphenyl-silane